tert-butyl 3-(3-(4-fluoro-2-(isopropyl(methyl)carbamoyl)phenyl)-2-thioxo-2,3-dihydro-1H-imidazo[4,5-c]pyridin-1-yl)piperidine-1-carboxylate FC1=CC(=C(C=C1)N1C(N(C2=C1C=NC=C2)C2CN(CCC2)C(=O)OC(C)(C)C)=S)C(N(C)C(C)C)=O